C1(CC1)C(=O)NC1=NC=C(C(=O)NC([2H])([2H])[2H])C(=C1)NC1=NN(C2=C1C(N(C=C2)CC2C(C2)(F)F)=O)C 6-(Cyclopropanecarboxamido)-4-((5-((2,2-difluorocyclopropyl)methyl)-1-methyl-4-oxo-4,5-dihydro-1H-pyrazolo[4,3-c]pyridin-3-yl)amino)-N-(methyl-d3)nicotinamide